BrC=1C=C(C=CC1C)NC(=S)N 1-(3-bromo-4-methylphenyl)thiourea